carboxyfluorosuccinimide C(=O)(O)C1(C(=O)NC(C1)=O)F